ClC=1C=NN(C(C1Cl)=O)CC(=O)NC1=C(C(=CC=C1)NS(=O)(=O)C)C 2-(4,5-Dichloro-6-oxopyridazin-1(6H)-yl)-N-(2-methyl-3-(methylsulfonamido)phenyl)acetamide